[Na+].C12(CC3CC(CC(C1)C3)C2)C(=O)[O-] adamantanecarboxylic acid sodium salt